NC1CCC(CC1)NC1=NC(=NC=C1C=1C=NN(C1)CCO)NC1=CC(=C(C=C1)Cl)C 2-(4-(4-((1s,4s)-4-aminocyclohexylamino)-2-(3-methyl-4-chlorophenylamino)pyrimidin-5-yl)-1H-pyrazol-1-yl)ethanol